C(CCC)OC1=CC=C(C=C1)C(CC1(C(N(C2=CC=CC=C12)CCC1=CC=CC=C1)=O)O)=O 3-(2-(4-butoxyphenyl)-2-oxoethyl)-3-hydroxy-1-phenethylindol-2-one